1-[6-(trifluoromethyl)-2-pyridyl]-1-ethanol FC(C1=CC=CC(=N1)C(C)O)(F)F